dibenzophenone 1,2-cyclohexane-dicarboxylate C1(C(CCCC1)C(=O)O)C(=O)O.C(C1=CC=CC=C1)(=O)C1=CC=CC=C1.C(C1=CC=CC=C1)(=O)C1=CC=CC=C1